(R)-(6,7-dichloro-1-methyl-1,3,4,5-tetrahydro-2H-pyrido[4,3-b]indol-2-yl)(4-(2-methoxyethoxy)pyrimidin-2-yl)methanone ClC1=C(C=CC=2C3=C(NC12)CCN([C@@H]3C)C(=O)C3=NC=CC(=N3)OCCOC)Cl